ClC1=CC=C2C(=N1)N=CN2CCC[C@H]2NCCC[C@@H]2O (2R,3S)-2-(3-(5-chloro-1H-imidazo[4,5-b]pyridin-1-yl)propyl)piperidin-3-ol